N[C@H](C(NCCOCCOCCNC(OC(C)(C)C)=O)=O)CCC(=O)OC(C)(C)C (S)-tert-butyl 16-amino-2,2-dimethyl-4,15-dioxo-3,8,11-trioxa-5,14-diazanonadecan-19-oate